5-(2,4-difluorophenoxy)-N-(2-(dimethylamino)ethyl)-1-isobutyl-1H-indazole-6-carboxamide FC1=C(OC=2C=C3C=NN(C3=CC2C(=O)NCCN(C)C)CC(C)C)C=CC(=C1)F